F[C@@H]1C[C@H](N(C1)C(CN1N=C(C2=CC(=CC=C12)C1=CN=NC=C1)C(=O)N)=O)C(NC1=C(C=CC=C1)N1C(OCC1)=O)=O 1-(2-((2S,4R)-4-fluoro-2-(2-(2-oxooxazolidin-3-yl)phenyl-carbamoyl)pyrrolidin-1-yl)-2-oxoethyl)-5-(pyridazin-4-yl)-1H-indazole-3-carboxamide